N-{[(2S)-5,5-dimethyloxolan-2-yl]methyl}-2-{[(2S)-1,4-dioxan-2-yl]methyl}-8-(trifluoromethyl)-4,5-dihydro-2H-furo[2,3-g]indazole-7-carboxamide CC1(CC[C@H](O1)CNC(=O)C1=C(C2=C(CCC3=CN(N=C23)C[C@@H]2OCCOC2)O1)C(F)(F)F)C